7-{[3-(2,3-dichloro-6-fluorophenyl)-1-(prop-2-enoyl)azetidin-3-yl]amino}-2,4-dimethylphthalazin-1-one ClC1=C(C(=CC=C1Cl)F)C1(CN(C1)C(C=C)=O)NC1=CC=C2C(=NN(C(C2=C1)=O)C)C